Cl.N[C@@H]1CN(CC[C@H]1F)C1=NC2=C(N1[C@@H]1CCC3=CC(=CC=C13)C#N)C=CC=C2 (R)-1-(2-((3R,4R)-3-Amino-4-fluoropiperidin-1-yl)-1H-benzo[d]imidazol-1-yl)-2,3-dihydro-1H-inden-5-carbonitril-hydrochlorid